(S)-4-(8-amino-3-(1-(2-(trifluoromethyl)acryloyl)pyrrolidin-2-yl)imidazo[1,5-a]pyrazin-1-yl)-N-(pyridin-2-yl)benzamide NC=1C=2N(C=CN1)C(=NC2C2=CC=C(C(=O)NC1=NC=CC=C1)C=C2)[C@H]2N(CCC2)C(C(=C)C(F)(F)F)=O